CC1=CC=C(C=C1)S(=O)(=O)OC[C@@H]1OCC1 (R)-OXETAN-2-YLMETHYL 4-METHYLBENZENESULFONATE